FC1(OC2=C(O1)C=CC(=C2)OCC(=O)NC21CC(C2)(C1)NC(COC1=CC=C(C=C1)S(F)(F)(F)(F)F)=O)F 2-[(2,2-difluoro-2H-1,3-benzodioxol-5-yl)oxy]-N-(3-{2-[4-(pentafluoro-λ6-sulfanyl)phenoxy]acetamido}bicyclo[1.1.1]pentan-1-yl)acetamide